Cyclobut-3-Ene-1,2-Dione C1(C(C=C1)=O)=O